(3R,7aS)-3-(((tert-butyldiphenylsilyl)oxy)methyl)tetrahydro-1H-pyrrolizin 2-Methoxy-1-Methylethylacetate COCC(C)CC(=O)O.[Si](C1=CC=CC=C1)(C1=CC=CC=C1)(C(C)(C)C)OC[C@H]1CCC2=CCCN12